4-((1-(5-amino-2-fluoro-3-methylphenyl)ethyl)amino)-2-methyl-quinazoline NC=1C=C(C(=C(C1)C(C)NC1=NC(=NC2=CC=CC=C12)C)F)C